5-(Trans-3-(4-(trifluoromethyl)phenyl)cyclobutoxy)-1H-indol-3-amine FC(C1=CC=C(C=C1)[C@@H]1C[C@H](C1)OC=1C=C2C(=CNC2=CC1)N)(F)F